C(C(C)C)C1CC(C=C(C1)CCC=O)C 3-(5-isobutyl-3-methyl-cyclohexen-1-yl)propanal